2-(2,6-dioxo-3-piperidyl)-6-fluoro-1,3-dioxo-isoindolin O=C1NC(CCC1N1C(C2=CC(=CC=C2C1=O)F)=O)=O